N-(2-(Tert-butyl)oxazol-5-yl)-3-(3-fluoro-2-methyl-8-morpholinoimidazo[1,2-a]pyridin-6-yl)-4-methylbenzamide C(C)(C)(C)C=1OC(=CN1)NC(C1=CC(=C(C=C1)C)C=1C=C(C=2N(C1)C(=C(N2)C)F)N2CCOCC2)=O